methyl 2-(1-(4-(2-bromophenyl) butyl)-1H-pyrrolo[2,3-b]pyridin-2-yl)-7-methoxy-1-((5-oxopyrrolidin-3-yl) methyl)-1H-benzo[d]imidazole-5-carboxylate BrC1=C(C=CC=C1)CCCCN1C(=CC=2C1=NC=CC2)C2=NC1=C(N2CC2CNC(C2)=O)C(=CC(=C1)C(=O)OC)OC